OC1=CC(=CC2=CC(=CC=C12)N)S(=O)(=O)O 1-hydroxy-6-aminonaphthalene-3-sulfonic acid